methyl (5-((6-(4-hydroxypiperidin-1-yl)pyridin-3-yl)thio)-1H-benzo[d]imidazol-2-yl)carbamate OC1CCN(CC1)C1=CC=C(C=N1)SC1=CC2=C(NC(=N2)NC(OC)=O)C=C1